(2S,4S)-1-(4,6-bis(trifluoromethyl)pyridin-2-yl)-N-(4-fluorophenyl)-4-hydroxy-N-methylpyrrolidine-2-carboxamide FC(C1=CC(=NC(=C1)C(F)(F)F)N1[C@@H](C[C@@H](C1)O)C(=O)N(C)C1=CC=C(C=C1)F)(F)F